COCCNC=1C=C(C(=O)OC(C)(C)C)C=CC1[N+](=O)[O-] tert-butyl 3-((2-methoxyethyl) amino)-4-nitrobenzoate